C(C=C)(=O)N1C[C@@H](N(CC1)C=1C2=C(N(C(N1)=O)C1=C(C=CC=C1S(=O)(=O)C)C1CC1)N=C(C(=C2)F)C2=C(C=CC=C2)F)C (S)-4-(4-acryloyl-2-methylpiperazin-1-yl)-1-(2-cyclopropyl-6-(methylsulfonyl)phenyl)-6-fluoro-7-(2-fluorophenyl)pyridino[2,3-d]pyrimidin-2(1H)-one